(1R,2S)-1-methyl-2-(2-(methylsulfonyl)isoxazolo[5,4-h]quinazolin-9-yl)cyclopentane C[C@H]1[C@H](CCC1)C1=NOC2=CC=C3C=NC(=NC3=C21)S(=O)(=O)C